6-chloro-5-ethyl-1-(tetrahydro-2H-pyran-2-yl)-1,5-dihydro-4H-pyrazolo[3,4-d]pyrimidin-4-one ClC=1N(C(C2=C(N1)N(N=C2)C2OCCCC2)=O)CC